CC(COC1=CC=C(NC=2C3=C(N=CN2)C=CC(=N3)N3CC(C3)NC(C=C)=O)C=C1)(C)C N-[1-[4-[4-(2,2-Dimethylpropoxy)anilino]pyrido[3,2-d]pyrimidin-6-yl]azetidin-3-yl]prop-2-enamide